C(C)(C)(C)OC(=O)N1CCN(CC(C1)F)C=1N=C(NC(C1Cl)=O)C1=C(N=CS1)Cl 4-[5-chloro-2-(4-chlorothiazol-5-yl)-6-oxo-1H-pyrimidin-4-yl]-6-fluoro-1,4-diazepan-1-carboxylic acid tert-butyl ester